CC=1C=CC2=C(N(C(C=3N2C=CN3)=O)C3=C(C=CC=C3)C)N1 7-Methyl-5-(o-Tolyl)Imidazolo[1,2-a]pyrido[2,3-e]pyrazine-4(5H)-on